C1(CC1)CNC1=NC(=NC(=N1)NC)NCC#C N-Cyclopropylmethyl-N'-methyl-N''-prop-2-ynyl-[1,3,5]triazine-2,4,6-triamine